(2r,4s)-2-(6-(3-Isopropylphenyl)-2-azaspiro[3.4]octane-2-carbonyl)-5-azaspiro[3.4]octan-6-one C(C)(C)C=1C=C(C=CC1)C1CC2(CN(C2)C(=O)C2CC3(C2)NC(CC3)=O)CC1